COC(C(C(C)Br)=O)=O.O1CCOCC1 1,4-dioxane methyl-3-bromo-2-oxobutanoate